NC=1C=2N(C(=CN1)C1=CCC(CC1)NCCF)C(=NC2C2=CC(=C(C=C2)NS(=O)(=O)C2=C(C=CC=C2)Cl)F)C(C)C N-(4-(8-amino-5-(4-((2-fluoroethyl)amino)cyclohex-1-en-1-yl)-3-isopropylimidazo[1,5-a]pyrazin-1-yl)-2-fluorophenyl)-2-chlorobenzenesulfonamide